(3S)-N-((1R,2R,4S)-7-cyano-7-azabicyclo[2.2.1]heptan-2-yl)-1-(3,5-dichlorophenyl)-N-methyl-3-pyrrolidinecarboxamide C(#N)N1[C@H]2[C@@H](C[C@@H]1CC2)N(C(=O)[C@@H]2CN(CC2)C2=CC(=CC(=C2)Cl)Cl)C